BrC1=CC(=C(C(=C1C(=O)NC=1C=NC=NC1)F)Cl)C(F)(F)F 6-bromo-3-chloro-2-fluoro-N-(pyrimidin-5-yl)-4-(trifluoromethyl)benzamide